6-(2-(3,4-dimethoxyphenoxy)ethoxy)-3-(5-methylthiazol-4-yl)-2-(4-(trifluoromethyl)phenyl)-1H-inden COC=1C=C(OCCOC2=CC=C3C(=C(CC3=C2)C2=CC=C(C=C2)C(F)(F)F)C=2N=CSC2C)C=CC1OC